tert-Butyl 3-iodo-1,4-dimethyl-2-oxo-1,2,5,7-tetrahydro-6H-pyrrolo[3,4-b]pyridine-6-carboxylate IC1=C(C2=C(N(C1=O)C)CN(C2)C(=O)OC(C)(C)C)C